N-(5-aminoamyl)-4-nitro-2-fluorobenzamide NCCCCCNC(C1=C(C=C(C=C1)[N+](=O)[O-])F)=O